(R)-2-(1-(6-(5-((4-(cyclopropylmethyl)-1H-1,2,3-triazol-1-yl)methyl)-1-methyl-1H-1,2,3-triazol-4-yl)-2-(difluoromethyl)pyridin-3-yl)piperidin-3-yl)acetic acid C1(CC1)CC=1N=NN(C1)CC1=C(N=NN1C)C1=CC=C(C(=N1)C(F)F)N1C[C@H](CCC1)CC(=O)O